OC(C)(C)C=1C=C2C(=CC=NC2=CC1)C(=O)NCC(=O)OC(C)(C)C tert-Butyl (6-(2-hydroxypropan-2-yl)quinoline-4-carbonyl)glycinate